chlorine 1,5-pentanediol C(CCCCO)O.[Cl]